2-(chloromethyl)-2-methylbutyric acid ClCC(C(=O)O)(CC)C